1,2,3,4-Tetrahydrobenz[a]anthracen-7,12-dion C1CCCC=2C1=C1C(C3=CC=CC=C3C(C1=CC2)=O)=O